FC=1C=C(C=NC1CN1C(=NC=2C=NC(=C(C21)C2=CC=CC=C2)O)C)S(=O)(=O)N 5-fluoro-6-((6-hydroxy-2-methyl-7-phenyl-1H-imidazo[4,5-c]pyridin-1-yl)methyl)pyridine-3-sulfonamide